BrC=1C=C2CCC(C2=CC1)NC(C)=O N-(5-bromo-2,3-dihydro-1H-inden-1-yl)acetamide